ClC1=C(OC2CN(C2)C2C(CCCC2)OC=2C=C3CN(C(C3=CC2)=O)C2C(NC(CC2)=O)=O)C=CC=C1 3-(5-((2-(3-(2-chlorophenoxy)azetidin-1-yl)cyclohexyl)oxy)-1-oxoisoindolin-2-yl)piperidine-2,6-dione